3,6-bis{4-(6-methyloxazolo[5,4-b]pyridin-2-yl)phenyl}-9-(naphthalen-2-yl)-9H-carbazole CC=1C=C2C(=NC1)OC(=N2)C2=CC=C(C=C2)C=2C=CC=1N(C3=CC=C(C=C3C1C2)C2=CC=C(C=C2)C=2OC1=NC=C(C=C1N2)C)C2=CC1=CC=CC=C1C=C2